OC[C@H](C1=CC=CC=C1)NC1=CC(=NC=C1C1=NC(=NO1)C1=CC=NC=C1)NC1=CC=C2C(=N1)C(N(C2=O)C)(C)C 2-[(4-{[(1S)-2-hydroxy-1-phenylethyl]amino}-5-[3-(pyridin-4-yl)-1,2,4-oxadiazol-5-yl]pyridin-2-yl)amino]-6,7,7-trimethylpyrrolo[3,4-b]pyridin-5-one